CC1(C=CC=C1)[Y](NC(C(CC)CC)=O)C1(C=CC=C1)C bis(methylcyclopentadienyl)(diethyl-acetamido)yttrium